N-methyl-7-tosyl-7H-pyrrolo[2,3-d]pyrimidin-4-amine CNC=1C2=C(N=CN1)N(C=C2)S(=O)(=O)C2=CC=C(C)C=C2